FC(C(=O)O)(F)F.NCC(CC=1N(C(NN1)=O)C1=C(C=C(C=C1)Br)C)=C(F)F [2-(aminomethyl)-3,3-difluoro-allyl]-4-(4-bromo-2-methyl-phenyl)-1,2,4-triazol-3-one trifluoroacetate salt